C1(CCC1)[C@@H](C(=O)O)N(C)C(=O)OCC1C2=CC=CC=C2C=2C=CC=CC12 (2S)-2-cyclobutyl-2-[9H-fluoren-9-ylmethoxycarbonyl(methyl)amino]acetic acid